(R)-6-fluoro-5-(1-(2-fluorophenyl)ethyl)-3-((quinoxalin-5-ylmethyl)amino)-4H-benzo[e][1,2,4]thiadiazine 1,1-dioxide FC=1C=CC2=C(NC(=NS2(=O)=O)NCC2=C3N=CC=NC3=CC=C2)C1[C@H](C)C1=C(C=CC=C1)F